6-(2-(2-chlorophenyl)azepan-1-yl)-4-fluoronicotinic acid ClC1=C(C=CC=C1)C1N(CCCCC1)C1=NC=C(C(=O)O)C(=C1)F